ClC1=NC(=CC(=C1)C1=CC=C(C=C1)OCC(C)O)SCC=1C=NC=CC1 2-chloro-4-[4-(2-hydroxypropoxy)phenyl]-6-(3-pyridylmethylsulfanyl)pyridine